[N+](=O)([O-])C1=CC=C(C=C1)S(=O)(=O)N1[C@@H](CC[C@H](C1)OS(=O)(=O)C1=CC=C(C=C1)[N+](=O)[O-])C(=O)OC methyl (2S,5R)-1-(p-nitrobenzenesulfonyl)-5-(p-nitrobenzenesulfonyloxy)-piperidine-2-carboxylate